methyl 7-(difluoromethyl)-2-methoxyquinoline-3-carboxylate FC(C1=CC=C2C=C(C(=NC2=C1)OC)C(=O)OC)F